C(C)C(CO)(CCCC)O 2-ethylhexane-1,2-diol